Cl.C1(CC1)CC(OC1=CC(=CC=2N1C(=CN2)C#N)C=2N=NN(C2C)C2CCNCC2)C2=NC=CC=C2 5-[2-Cyclopropyl-1-(2-pyridyl)ethoxy]-7-[5-methyl-1-(4-piperidyl)triazol-4-yl]imidazo[1,2-a]pyridine-3-carbonitrile HCl